2-[4-[7-(5-isoquinolyl)-2-[[(2S)-1-methylpyrrolidin-2-yl]methoxy]-6,8-dihydro-5H-pyrido[3,4-d]pyrimidin-4-yl]piperazin-2-yl]acetonitrile C1=NC=CC2=C(C=CC=C12)N1CC=2N=C(N=C(C2CC1)N1CC(NCC1)CC#N)OC[C@H]1N(CCC1)C